FC(F)(F)NCCCCCCC(=O)Cl 7-((trifluoromethyl)amino)heptanoyl chloride